FC(C1=NN=C2N1N=C(C=C2)S(=O)(=O)Cl)(F)F 3-(trifluoromethyl)-[1,2,4]triazolo[4,3-b]pyridazine-6-sulfonyl chloride